9H-pyrido[3,4-b]indole-3-carboxylic acid methyl ester COC(=O)C1=CC2=C(NC3=CC=CC=C23)C=N1